FC1=C(CN2N=CC(=N2)C2=CC=CC(=N2)C(C)=O)C=C(C=C1)OC(F)(F)F 1-(6-(2-(2-fluoro-5-(trifluoromethoxy)benzyl)-2H-1,2,3-triazol-4-yl)pyridin-2-yl)ethan-1-one